1,2-dimethylcyclobutane-1,2,3,4-tetracarboxylic acid-1,2:3,4-dianhydride CC12C(C3C1C(=O)OC3=O)(C(=O)OC2=O)C